2-(2-(2-(((1R,3S,5S)-3-((tert-butoxycarbonyl)(2-((S)-2-cyanopyrrolidin-1-yl)-2-oxoethyl)amino)adamantan-1-yl)oxy)ethoxy)ethoxy)ethyl methanesulfonate CS(=O)(=O)OCCOCCOCCOC12CC3(C[C@H](CC(C1)C3)C2)N(CC(=O)N2[C@@H](CCC2)C#N)C(=O)OC(C)(C)C